(S)-2-((5-bromopyrimidin-2-yl)amino)-4-((2-(4-fluorophenoxy)ethyl)(4-(5,6,7,8-tetrahydro-1,8-naphthyridin-2-yl)butyl)amino)butanoic acid BrC=1C=NC(=NC1)N[C@H](C(=O)O)CCN(CCCCC1=NC=2NCCCC2C=C1)CCOC1=CC=C(C=C1)F